8-benzhydryl-4-(benzyloxy)-7,8-dihydropyridazino[6,1-c][1,4]oxazine-3,5-dione C(C1=CC=CC=C1)(C1=CC=CC=C1)C1N2C(C(OC1)=O)=C(C(C=N2)=O)OCC2=CC=CC=C2